tert-butyl (3-chloropyrazin-2-yl)(methyl)carbamate ClC=1C(=NC=CN1)N(C(OC(C)(C)C)=O)C